C(C)C1=NC(=CC(=C1)B1OC(C(O1)(C)C)(C)C)CC 2,6-diethyl-4-(4,4,5,5-tetramethyl-1,3,2-dioxaborolan-2-yl)pyridine